C(C)B(O)O ethylboronic acid